ClS(=O)(=O)OC chlorosulfonic acid, methyl ester